FC(C=1C=CC(=NC1)O[C@@H]1CN(CC1)C1=C(C=C(C=C1)C1=CC=CC=C1)CO)(F)F (S)-(4-(3-(5-(trifluoromethyl)pyridin-2-yloxy)pyrrolidin-1-yl)Biphenyl-3-yl)methanol